(2R,3S,4R,5R,6R)-5-acetamido-2-(acetoxymethyl)-6-(((E)-3-methoxy-2-methyl-3-oxoprop-1-en-1-yl)oxy)tetrahydro-2H-pyran-3,4-diyl diacetate C(C)(=O)O[C@@H]1[C@H](O[C@H]([C@@H]([C@H]1OC(C)=O)NC(C)=O)O\C=C(\C(=O)OC)/C)COC(C)=O